[Si](C)(C)(C(C)(C)C)OC[C@H](C1=CC(=CC=C1)Cl)N1C(C=C(C=C1)C=1C=CC(=C(C#N)C1)F)=O (S)-5-(1-(2-((tert-butyldimethylsilyl)oxy)-1-(3-chlorophenyl)ethyl)-2-oxo-1,2-dihydropyridin-4-yl)-2-fluorobenzonitrile